9-(((tetrahydrofuran-3-yl)methyl)amino)heptadecanedioic acid 1-(dec-2-yl) 17-(heptadecane-9-yl) ester CCCCCCCCC(CCCCCCCC)OC(CCCCCCCC(CCCCCCCC(=O)OC(C)CCCCCCCC)NCC1COCC1)=O